ClC1=CC=C2NC=3CC(CC(C3C(C2=C1)=O)=O)C=1C=C(C=CC1)C 7-chloro-3-(m-tolyl)-3,4-dihydroacridine-1,9(2H,10H)-dione